4,4'-bis[(3-ethyl-3-oxetanyl)methoxymethyl]biphenyl C(C)C1(COC1)COCC1=CC=C(C=C1)C1=CC=C(C=C1)COCC1(COC1)CC